1,3,4,6-hexantetraol C(CC(C(CCO)O)O)O